C1(=CC=CC=2OC3=C(C21)C=CC=C3)C3=NC(=NC(=N3)C3=CC=CC2=C3OC3=C2C=CC=C3C3=CC=CC2=C3OC3=C2C=CC=C3)C3=CC=2C1=CC=CC=C1C1=CC=CC=C1C2C=C3 2-Dibenzofuran-1-yl-4-(6-dibenzofuran-4-yldibenzofuran-4-yl)-6-triphenylen-2-yl-1,3,5-triazin